FC1=CC=C2C=NN(C2=C1C#N)COCC[Si](C)(C)C 6-fluoro-1-((2-(trimethylsilyl)ethoxy)methyl)-1H-indazole-7-carbonitrile